FC(C=1C(=C(C=CC1)[C@@H](C)NC=1C2=C(N=CN1)C=NC(=C2)C2(CC2)C(=O)OC)F)F methyl (R)-1-(4-((1-(3-(difluoromethyl)-2-fluorophenyl)ethyl)amino)-pyrido[3,4-d]pyrimidin-6-yl)cyclopropane-1-carboxylate